C12(CC(C1)C2)N2N=CC=1C2=NC(=NC1Cl)Cl 1-(bicyclo[1.1.1]pentan-1-yl)-4,6-dichloro-1H-pyrazolo[3,4-d]pyrimidine